4-bromo-3-fluoro-2-(2-oxoethyl)benzonitrile BrC1=C(C(=C(C#N)C=C1)CC=O)F